methacrylic acid methylester COC(C(=C)C)=O